(-)-acetylglutamic acid C(C)(=O)N[C@@H](CCC(=O)O)C(=O)O